C(C)(=O)OCCCCCOC1=CC(=CC=C1)C(=O)N 3-(Aminocarbonyl)phenoxylpentyl acetate